(S)-ethyl 5-(1-(tert-butoxycarbonyl)-5-methyl-1,4,5,6-tetrahydropyridin-2-yl)spiro[benzo[d][1,3]dioxole-2,4'-piperidine]-1'-carboxylate C(C)(C)(C)OC(=O)N1C(=CC[C@@H](C1)C)C1=CC2=C(OC3(CCN(CC3)C(=O)OCC)O2)C=C1